ClC=1N=CC2=C(N1)N(C(=C2)CCC)C2=CC=CC(=N2)N=S(=O)(C)C ((6-(2-Chloro-6-propyl-7H-pyrrolo[2,3-d]pyrimidin-7-yl)pyridin-2-yl)imino)dimethyl-λ6-sulfanone